ClC=1C=C(C=CC1)C1(COCC1)C=1SC=C(N1)CO (2-(3-(3-chlorophenyl)tetrahydrofuran-3-yl)thiazol-4-yl)methanol